C(#N)C=1C=C(C=CC1C(=N)C1CCCCCC1)N1C=NC=C1 1-(3-cyano-4-cycloheptimidoyl-phenyl)-imidazole